(2'S,3S,6'S)-2'-methyl-6'-(1-methyltriazol-4-yl)-6-(trifluoromethyl)spiro[indoline-3,4'-piperidin]-2-one C[C@@H]1N[C@@H](C[C@]2(C1)C(NC1=CC(=CC=C12)C(F)(F)F)=O)C=1N=NN(C1)C